(R)-3-bromo-N-(2-chloropyridin-4-yl)-2-hydroxy-2-methylpropanamide BrC[C@](C(=O)NC1=CC(=NC=C1)Cl)(C)O